C(C1=CC=CC=C1)OC(=O)NCCOCCN1C[C@@H](CC1)NC1=NC=C(C(=N1)C1=CNC2=CC(=CC=C12)C(=O)OC)C(F)(F)F methyl (R)-3-(2-((1-(2-(2-(((benzyloxy)carbonyl)amino)ethoxy)ethyl)pyrrolidin-3-yl)amino)-5-(trifluoromethyl)pyrimidin-4-yl)-1H-indole-6-carboxylate